C([C@H]([C@H]([C@@H](C(=O)C(=O)O)O)O)O)O The molecule is a ketoaldonic acid that is D-gluconic acid in which the hydroxy group at position 2 has been oxidised to a keto group. It has a role as a bacterial metabolite. It derives from a D-gluconic acid. It is a conjugate acid of a 2-dehydro-D-gluconate.